Ethyl (1R,2R)-2-((2-amino-9-((2R,3R,5S)-3-hydroxy-5-(hydroxymethyl)tetrahydrofuran-2-yl)-8-oxo-8,9-dihydro-7H-purin-7-yl)methyl)cyclopropane-1-carboxylate NC1=NC=C2N(C(N(C2=N1)[C@@H]1O[C@@H](C[C@H]1O)CO)=O)C[C@H]1[C@@H](C1)C(=O)OCC